Cl.Cl.N1=C(C=CC=C1)C=1C=NC(=CC1)CN [2,3'-Bipyridine]-6'-ylmethylamine 2HCl